C1(CCC1)N1C(C(N(CC1)CC=1N=NC(=CC1)C1=CC(=CC=C1)F)=O)=O 1-cyclobutyl-4-((6-(3-fluorophenyl)pyridazin-3-yl)methyl)piperazine-2,3-dione